O=C1N(C(C2=CC=CC=C12)=O)CCCCC(C1=NC=C2C=CC(=NC2=C1)C1=NC(=CC=C1)F)NC(C1=CC(=C(C=C1)C)S(=O)(=O)C)=O N-(5-(1,3-dioxoisoindolin-2-yl)-1-(2-(6-fluoropyridin-2-yl)-1,6-naphthyridin-7-yl)pentyl)-4-methyl-3-(methylsulfonyl)benzamide